FC=1C(=NC=CC1)C1(CCC1)NC1=NC2=CC=CC=C2C=N1 [(3-fluoro(2-pyridyl))cyclobutyl]quinazolin-2-ylamine